NC1=C(C=C(C=C1)C(C#N)C)F 2-(4-amino-3-fluoro-phenyl)propanenitrile